(S)-7-(2-((1R,6S)-3,10-diazabicyclo[4.3.1]decan-10-yl)pyrimidin-5-yl)-4-phenyl-3,4-dihydro-1H-benzo[4,5]imidazo[2,1-c][1,4]oxazine [C@H]12CNCC[C@H](CCC1)N2C2=NC=C(C=N2)C2=CC1=C(N=C3COC[C@@H](N31)C3=CC=CC=C3)C=C2